C(C)N1CCC(CC1)C=1SC2=C(N1)C=CC(=C2)C(=O)NCC2=CN=NC=C2 2-(1-ethylpiperidin-4-yl)-N-(pyridazin-4-ylmethyl)benzo[d]thiazole-6-carboxamide